ClC1=C(C=CC=C1F)C(C)NC1=CC(=C(C(=O)OC)C=C1)F methyl 4-((1-(2-chloro-3-fluorophenyl)ethyl)amino)-2-fluorobenzoate